C(C)N1[C@H](CC1)COC=1C=NN(C1C1=CC=2N(C=C1)N=C(C2)NC(=O)[C@@H]2[C@H](C2)C)C (1S,2S)-N-(5-(4-(((R)-1-ethylazetidin-2-yl)methoxy)-1-methyl-1H-pyrazol-5-yl)pyrazolo[1,5-a]pyridin-2-yl)-2-methylcyclopropane-1-carboxamide